FC1=C(C(=O)O)NC(NC1=O)=O fluoro-orotic acid